ClC1C=NC=C(C1=O)Cl 3,5-dichloro-4-pyridone